C(C#C)C(COC1C(CN2C1C=NC1=C(C2=O)C=C(C=C1)OC)=C)COC1C(CN2C1C=NC1=C(C2=O)C=C(C=C1)OC)=C 8'-((2-(Prop-2-yn-1-yl)propane-1,3-diyl)bis(oxy))bis(7-methoxy-2-methylene-2,3-dihydro-1H-benzo[e]pyrrolo[1,2-a][1,4]diazepin-5(11aH)-one)